4-[4-(2-hydroxyethoxy)benzoyl]cinnamic acid OCCOC1=CC=C(C(=O)C2=CC=C(C=CC(=O)O)C=C2)C=C1